[Cl-].ClC1=CN=C2C(=C(C(NC2=C1)=O)[N+]1=CC=CC=C1)C1=C2C(=NNC2=CC=C1)C 1-(7-Chloro-4-(3-methyl-1H-indazol-4-yl)-2-oxo-1,2-dihydro-1,5-naphthyridin-3-yl)pyridin-1-ium chloride